t-Butyl(3-(11-amino-9-methoxy-1,2,3,4-tetrahydro-6H-indolo[2,3-b]quinolin-6-yl)propyl)(methyl) carbamate C(N)(OC(CCCN1C=2C=CC(=CC2C=2C1=NC=1CCCCC1C2N)OC)C(C)(C)C)=O